Cl.F/C=C(\CN)/COC1=CC=C(C=C1)N1N=CN=N1 (E)-3-fluoro-2-[[4-(2H-tetrazol-2-yl)phenoxy]methyl]prop-2-en-1-amine hydrochloride